C(C)(C)(C)C=1SC2=C(N1)C(CC1(CCN(CC1)C(=O)C1=CC=C3C(=CN=C(C3=C1)C)C)C2)=O 2-(tert-butyl)-1'-(1,4-dimethylisoquinoline-7-carbonyl)-5H-spiro[benzo[d]thiazol-6,4'-piperidin]-4(7H)-one